(S or R)-6-(1-((4-chlorophenyl)amino)-1-oxopropan-2-yl)-2-azaspiro[3.3]heptane-2-carboxylic acid isopropyl ester C(C)(C)OC(=O)N1CC2(C1)CC(C2)[C@@H](C(=O)NC2=CC=C(C=C2)Cl)C |o1:13|